ClC1=CC2=C(N(C(N=C2N2CCN(CC2)C(C=C)=O)=O)[C@H]2C(CCCC2)(C)C)N=C1C1=C(C=CC=C1O)F 6-chloro-1-((1R)-2,2-dimethylcyclohexyl)-7-(2-fluoro-6-hydroxyphenyl)-4-(4-(2-propenoyl)-1-piperazinyl)pyrido[2,3-d]pyrimidin-2(1H)-one